FC(N1C=NC2=C1C=C(C(=C2F)I)F)F 1-(difluoromethyl)-4,6-difluoro-5-iodo-1,3-benzodiazole